C1(CCC1)NC(C[C@H](CCN1CC(CCC1)(F)F)NC(=O)C1=NN(C(=N1)C1CCCC1)C1=C(C=CC=C1)C(F)(F)F)=O (3S)-N-Cyclobutyl-3-({5-cyclopentyl-1-[2-(trifluoromethyl)phenyl]-1H-1,2,4-triazol-3-yl}formamido)-5-(3,3-difluoropiperidin-1-yl)pentanamid